6-(4-(methylsulfonyl)phenyl)-5,6,7,8-tetrahydronaphthalen-2-ol CS(=O)(=O)C1=CC=C(C=C1)C1CC=2C=CC(=CC2CC1)O